bisphenol a dilithium salt [Li].[Li].OC1=CC=C(C=C1)C(C)(C)C1=CC=C(C=C1)O